6-(1,3-dioxoisoindolin-2-yl)hexane-1-sulphonyl chloride O=C1N(C(C2=CC=CC=C12)=O)CCCCCCS(=O)(=O)Cl